2-[6-[3-(cyanomethyl)-1H-pyrrolo[2,3-b]pyridin-5-yl]-2-(2-methoxyacetyl)-3,4-dihydro-1H-isoquinolin-8-yl]pyrrolidine-1-carboxylic acid tert-butyl ester C(C)(C)(C)OC(=O)N1C(CCC1)C=1C=C(C=C2CCN(CC12)C(COC)=O)C=1C=C2C(=NC1)NC=C2CC#N